2-(2-(thien-2-yl)ethyl)-1,2,3,4-tetrahydroisoquinoline S1C(=CC=C1)CCN1CC2=CC=CC=C2CC1